3-(N,N-dihydroxyethyl)aminoacetanilide CC(=O)NC1=CC(=CC=C1)N(CCO)CCO